3-Methyl-3,5-dihydro-4H-imidazo[4,5-c]pyridin-4-one CN1C=NC2=C1C(NC=C2)=O